4-([1,2,4]triazolo[4,3-c]pyrimidin-7-yloxy)-3-methylbenzene N=1N=CN2C=NC(=CC21)OC2=C(C=CC=C2)C